Ethyl 4-(2,2-difluorovinyl)-5-hydroxy-6-methoxy-1-benzothiophene-2-carboxylate FC(=CC1=C(C(=CC2=C1C=C(S2)C(=O)OCC)OC)O)F